BrC1=C(C(=C(C=C1)C(C(=O)N)C)F)Cl (4-bromo-3-chloro-2-fluorophenyl)propanamide